C(C)(C)(C)OC(=O)N1CCC2(C\C(\C2=O)=C/C2=C(C=CC=C2)C=2N=CN(C2)C(C2=CC=CC=C2)(C2=CC=CC=C2)C2=CC=CC=C2)CC1 (E)-1-oxo-2-(2-(1-trityl-1H-imidazol-4-yl)benzylidene)-7-azaspiro[3.5]nonane-7-carboxylic acid tert-butyl ester